ClC=1C=NC(=NC1)N1CCC(CC1)CCCOC1=CC(=C(C=C1)CCN1CC2(C1)CN(C2)C[C@@H]([C@@H]([C@@H](CO)O)O)O)F 2-(4-(3-(1-(5-chloropyrimidin-2-yl)piperidin-4-yl)propoxy)-2-fluorophenyl)-1-(6-((2S,3S,4R)-2,3,4,5-tetrahydroxypentyl)-2,6-diazaspiro[3.3]heptan-2-yl)ethan